3,4-Epoxy-6-methylcyclohexylmethyl-3,4-Epoxy-6-methylcyclohexancarboxylat CC1CC2C(CC1COC(=O)C1CC3C(CC1C)O3)O2